5-methoxy-1,2,6-trimethyl-4-oxopyridine-3-carboxamide COC=1C(C(=C(N(C1C)C)C)C(=O)N)=O